PhenylAlanine N[C@@H](CC1=CC=CC=C1)C(=O)O